5-amino-2-(3-methoxy-3-oxopropyl)benzoic acid NC=1C=CC(=C(C(=O)O)C1)CCC(=O)OC